N-(2-Hydroxyethyl)-2,3-dimethyl-2-isopropylbutanamide OCCNC(C(C(C)C)(C(C)C)C)=O